FC=1C(=CC=2C3=C(N=C(C2C1)OC)COC[C@H]3N(C(=O)NC3=CC(=C(C=C3)F)C(F)F)C)F (S)-1-(8,9-difluoro-6-methoxy-1,4-dihydro-2H-pyrano[3,4-c]isoquinolin-1-yl)-3-(3-(difluoromethyl)-4-fluorophenyl)-1-methylurea